FC1CCC(C1)(C(=O)N(C)OC)CC1=CC(=CC=C1)C1=NC=C(C=N1)F 4-fluoro-1-(3-(5-fluoropyrimidin-2-yl)benzyl)-N-methoxy-N-methylcyclopentane-1-carboxamide